FC=1C(=NC=C(C1)CCN1CC(C1)F)OC 3-Fluoro-5-(2-(3-fluoroazetidin-1-yl)ethyl)-2-methoxypyridine